CCCN(CCC)C1=C(C=C(C=C1[N+](=O)[O-])C(F)(F)F)[N+](=O)[O-] The molecule is a substituted aniline that is N,N-dipropylaniline substituted by a nitro groups at positions 2 and 6 and a trifluoromethyl group at position 4. It is an agrochemical used as a pre-emergence herbicide. It has a role as an environmental contaminant, a xenobiotic, a herbicide and an agrochemical. It is a C-nitro compound, a member of (trifluoromethyl)benzenes and a substituted aniline.